6-(5,6-Dihydro-8H-imidazo[2,1-c][1,4]oxazin-3-carbonyl)-N-(5-(trifluoromethyl)pyridin-3-yl)-4,5,6,7-tetrahydrothieno[2,3-c]pyridin-3-carboxamid N=1C=C(N2C1COCC2)C(=O)N2CC1=C(CC2)C(=CS1)C(=O)NC=1C=NC=C(C1)C(F)(F)F